4-[1-(1-ethyl-2-methylpropyl)-1H-pyrazol-4-yl]-1H-pyrrolo[2,3-b]pyridine C(C)C(C(C)C)N1N=CC(=C1)C1=C2C(=NC=C1)NC=C2